C[C@@H]1CC[C@H](CC1)O trans-4-methylcyclohexanol